2-(2-(phenylethynyl)phenyl)tellurophene C1(=CC=CC=C1)C#CC1=C(C=CC=C1)C=1[Te]C=CC1